tert-butyl (N-(2-(1-(6,7-dimethoxyquinazolin-4-yl)piperidin-4-yl)-2-methylpropyl)sulfamoyl)carbamate COC=1C=C2C(=NC=NC2=CC1OC)N1CCC(CC1)C(CNS(=O)(=O)NC(OC(C)(C)C)=O)(C)C